C(C1=CC=CC=C1)OC1=NC(=CC=C1C1=NN(C2=CC(=CC=C12)Br)C1OCCCC1)OCC1=CC=CC=C1 3-(2,6-bis(benzyloxy)pyridin-3-yl)-6-bromo-1-(tetrahydro-2H-pyran-2-yl)-1H-indazole